C1(CC1)C=1C(=CC=2C([N+]1[O-])=NN(C2)C)N2N=C(C(=C2C)C(C)C)I 6-cyclopropyl-5-[3-iodo-5-methyl-4-(propan-2-yl)-1H-pyrazol-1-yl]-2-methyl-2H-pyrazolo[3,4-b]pyridin-7-ium-7-olate